N(C(C(C(NCCCCNCCCN)([2H])[2H])([2H])[2H])([2H])[2H])([2H])[2H] spermine-d8